Methyl 5-(2-((tert-butoxycarbonyl)amino)ethoxy)-2-methylbenzoate C(C)(C)(C)OC(=O)NCCOC=1C=CC(=C(C(=O)OC)C1)C